C1(=CC=CC=2C3=CC=CC=C3C3=CC=CC=C3C12)C=1C(=C(C=CC1)C=1C(=CC=CC1)C1=CC=CC=C1)C1=NN=NC(=C1C1=CC=CC=C1)C1=CC=CC=C1 (triphenyleneyl)(diphenyltriazinyl)terbenzene